[N+](=O)([O-])C1=CC=C(C=C1)C(=O)[O-] 4-Nitrophenyl-carboxylate